C(C)(C)(C)OC(=O)N1C(CCCC1CO)C(O)C1=CC(=NC(=C1)Cl)Br.C1(=CC=CC=C1)CCCNS(=O)(=O)NS(=O)(=O)F N-(3-phenylpropyl)sulfamoyl-fluorosulfonamide tert-butyl-2-((2-bromo-6-chloropyridin-4-yl)(hydroxy)methyl)-6-(hydroxymethyl)piperidine-1-carboxylate